3-(5-chloro-3,6-difluoro-2-pyridinyl)-1-methyl-6-trifluoromethyl-pyrimidine-2,4-dione ClC=1C=C(C(=NC1F)N1C(N(C(=CC1=O)C(F)(F)F)C)=O)F